(1S,3S)-3-((6-(4-(((4-isopropyl-1,3,5-triazin-2-yl)amino)methyl)-3-methyl-isoxazol-5-yl)-2-methylpyridin-3-yl)oxy)cyclohexane-1-carboxylic acid isopropyl ester C(C)(C)OC(=O)[C@@H]1C[C@H](CCC1)OC=1C(=NC(=CC1)C1=C(C(=NO1)C)CNC1=NC=NC(=N1)C(C)C)C